(8-(4-(6-((6-acetyl-8-cyclopentyl-5-methyl-7-oxo-7,8-dihydropyrido[2,3-d]pyrimidin-2-yl)amino)pyridin-3-yl)-piperazin-1-yl)-8-oxooctanoylamino)-N-(4,5-dimethylthiazol-2-yl)benzamide C(C)(=O)C1=C(C2=C(N=C(N=C2)NC2=CC=C(C=N2)N2CCN(CC2)C(CCCCCCC(=O)NC2=C(C(=O)NC=3SC(=C(N3)C)C)C=CC=C2)=O)N(C1=O)C1CCCC1)C